ClC=1C=C(C(=NC1)OC)S(=O)(=O)NC1=CC(=C(C=C1)F)C1=CC2=C(N=C(N=C2)NC)NC1=O 5-chloro-N-(4-fluoro-3-(2-(methylamino)-7-oxo-7,8-dihydropyrido[2,3-d]pyrimidin-6-yl)phenyl)-2-methoxypyridine-3-sulfonamide